6-bromo-5-methoxyisoindolin-1-one BrC1=C(C=C2CNC(C2=C1)=O)OC